C(C)(C)(C)OC(=O)N1C=C(C2=CC=C(C=C12)Cl)B(O)O (1-(tert-butoxycarbonyl)-6-chloro-1H-indol-3-yl)boronic acid